methyl-3-(5'-(aminomethyl)-[2,2'-bithiophene]-5-yl)-2-cyanoacrylate COC(C(=CC1=CC=C(S1)C=1SC(=CC1)CN)C#N)=O